C(#N)C(C(=O)N[C@@H](CC1=CC=C(C=C1)O)C(=O)OC(C)(C)C)C1=CNC2=CC(=CC=C12)F tert-butyl (2-cyano-2-(6-fluoro-1H-indol-3-yl)acetyl)-L-tyrosinate